2-(2-cyclopropyl-2-oxoethyl)isoindoline-1,3-dione C1(CC1)C(CN1C(C2=CC=CC=C2C1=O)=O)=O